C(C)OC1=CC(=C(C=C1)C(\C=C\C1=CC=C(C=C1)C)=O)O (E)-1-(4-ethoxy-2-hydroxyphenyl)-3-(4-methylphenyl)prop-2-en-1-one